(1-Methyl)propyl 4-(5-chloro-8-hydroxy-7-nitroquinolin-4-yl)piperazine-1-carboxylate ClC1=C2C(=CC=NC2=C(C(=C1)[N+](=O)[O-])O)N1CCN(CC1)C(=O)OC(CC)C